2-amino-N-phenylbicyclo[2.2.1]heptane-2-carboxamide NC1(C2CCC(C1)C2)C(=O)NC2=CC=CC=C2